FC1=CC=C(C=N1)NC(=O)C1=C(N(C(=C1C)C(C(=O)NC1(CCC(CC1)O)C)=O)C)C N-(6-fluoropyridin-3-yl)-5-(2-(((1s,4s)-4-hydroxy-1-methylcyclohexyl)amino)-2-oxoacetyl)-1,2,4-trimethyl-1H-pyrrole-3-carboxamide